FC1=C(C(=CC=C1)F)C1=NC=2C(=NNC2C=2C=C(N=CC2N1)C=1C=NNC1)C 8-(2,6-difluorophenyl)-5-methyl-13-(1H-pyrazol-4-yl)-3,4,7,9,12-pentazatricyclo[8.4.0.02,6]tetradeca-1(10),2(6),4,7,11,13-hexaene